Tert-butyl 2-((5-chloro-2-cyclobutoxyphenyl) amino)-2-oxoacetate ClC=1C=CC(=C(C1)NC(C(=O)OC(C)(C)C)=O)OC1CCC1